NC(CC(=O)O)CCC(=O)O 3-aminoadipic acid